6-(1-ethoxyvinyl)nicotinonitrile C(C)OC(=C)C1=NC=C(C#N)C=C1